FC1=CC=C2C=C(NC(C2=C1)=O)C1CC(C1)N1CCN(CC1)C=1C=CC(=NC1)C(=O)NC 5-(4-((1s,3s)-3-(7-fluoro-1-oxo-1,2-dihydroisoquinolin-3-yl)cyclobutyl)piperazin-1-yl)-N-methylpicolinamide